N1=C(N=CN=C1)C1=C(C(=CC(=C1N)N1CC(CC1)N(C)C)OC)N 1,3,5-triazin-2-yl-4-(3-(dimethylamino)pyrrolidin-1-yl)-6-methoxybenzene-1,3-diamine